1-(sec-butyl)-4-(4-(4-(4-hydroxyphenyl)piperazin-1-yl)phenyl)-1H-1,2,4-triazole C(C)(CC)N1N=CN(C1)C1=CC=C(C=C1)N1CCN(CC1)C1=CC=C(C=C1)O